N,N-diethyl-2-(allyloxy)benzamide 3-[7-(8-ethyl-3-hydroxy-1-naphthyl)-8-fluoro-2-(2-oxoethoxy)pyrido[4,3-d]pyrimidin-4-yl]-3,8-diazabicyclo[3.2.1]octane-8-carboxylate C(C)C=1C=CC=C2C=C(C=C(C12)C1=C(C=2N=C(N=C(C2C=N1)N1CC2CCC(C1)N2C(=O)O)OCC=O)F)O.C(C)N(C(C2=C(C=CC=C2)OCC=C)=O)CC